7-[5-Chloro-3-(1-{[1-(trifluoromethyl)cyclopropyl]methyl}-1H-pyrazol-4-yl)pyridin-2-yl]imidazo[1,2-a]pyridin ClC=1C=C(C(=NC1)C1=CC=2N(C=C1)C=CN2)C=2C=NN(C2)CC2(CC2)C(F)(F)F